4-(4-amino-2,6-difluorophenoxy)-6-methoxyquinolin NC1=CC(=C(OC2=CC=NC3=CC=C(C=C23)OC)C(=C1)F)F